(R)-(+)-4-((5-(3-Hydroxy-3-methyl-2-oxoindolin-1-yl)pyridin-3-yl)methyl)phthalazin-1(2H)-on O[C@]1(C(N(C2=CC=CC=C12)C=1C=C(C=NC1)CC1=NNC(C2=CC=CC=C12)=O)=O)C